N1(CCCC1)C1=CC=CC(=N1)NC1=CC=C2C=CNC2=C1 N-(6-(pyrrolidin-1-yl)pyridin-2-yl)-1H-indol-6-amine